N-(4-chlorophenyl)hydrazine ClC1=CC=C(C=C1)NN